4-(9,9-diphenyl-9H-fluoren-2-yl)-N-(4-(phenanthren-2-yl)phenyl)-N-phenylaniline C1(=CC=CC=C1)C1(C2=CC=CC=C2C=2C=CC(=CC12)C1=CC=C(N(C2=CC=CC=C2)C2=CC=C(C=C2)C2=CC=3C=CC4=CC=CC=C4C3C=C2)C=C1)C1=CC=CC=C1